4-[4-(4-amino-2,6-difluorophenoxy)-1-{[2-(trimethylsilyl)ethoxy]methyl}-1H-pyrrolo[2,3-b]pyridin-3-yl]benzonitrile NC1=CC(=C(OC2=C3C(=NC=C2)N(C=C3C3=CC=C(C#N)C=C3)COCC[Si](C)(C)C)C(=C1)F)F